(methylbiphenylyl)(dimethylfluorenyl)(diphenylfluorenyl)amine CC=1C(=C(C=CC1)C1=CC=CC=C1)N(C1=C(C(=CC=2C3=CC=CC=C3CC12)C1=CC=CC=C1)C1=CC=CC=C1)C1=C(C(=CC=2C3=CC=CC=C3CC12)C)C